tert-butyl (2-{4-[3-chloro-5-(2-methoxyethoxy)pyridin-2-yl]piperazin-1-yl}ethyl)methylcarbamate ClC=1C(=NC=C(C1)OCCOC)N1CCN(CC1)CCN(C(OC(C)(C)C)=O)C